6-(5-(2-(Dimethylamino)ethyl)-2,3-difluorophenethyl)-4-methoxypyridin-2-amine hydrochloride Cl.CN(CCC=1C=C(C(=C(CCC2=CC(=CC(=N2)N)OC)C1)F)F)C